C(C=C)(=O)OCC(COCCCCCCOCC(COC(C=C)=O)O)O Hexanediylbis[oxy(2-hydroxy-3,1-propanediyl)] bisacrylate